1-(2,2-difluoroethyl)-N-((1,2,3,5,6,7-hexahydro-s-indacen-4-yl)carbamoyl)-1H-pyrazole-4-sulfonimidamide FC(CN1N=CC(=C1)S(=O)(NC(NC1=C2CCCC2=CC=2CCCC12)=O)=N)F